FC1=CC=C(C=C1)CC(=O)NC1=NC=CC(=C1)C1=C(C2=NC=CC=C2N1)C1=NC=CC=C1 2-(4-fluorophenyl)-N-{4-[3-(pyridin-2-yl)-1H-pyrrolo[3,2-b]pyridin-2-yl]pyridin-2-yl}acetamide